FC1=C(C(=O)N(C2=NC=CC3=C2C=C(S3)C=3N=CSC3)[C@H]3CNCCC3)C=CC(=C1)N1N=NC=3C1=NC=CC3 2-fluoro-N-[(3R)-3-piperidyl]-N-(2-thiazol-4-ylthieno[3,2-c]pyridin-4-yl)-4-(triazolo[4,5-b]pyridin-3-yl)benzamide